[K].C1CCC2=C(C=3CCCC3C=C12)NC(=O)NS(=O)(=O)C=1N=C(N(C1)C)C(C)C N-((1,2,3,5,6,7-Hexahydro-s-indacen-4-yl)carbamoyl)-2-isopropyl-1-methyl-1H-imidazole-4-sulfonamide, potassium salt